(4-chloro-3-fluorobenzyl)-8-(3-cyclobutoxyprop-1-yn-1-yl)-1-(2-hydroxyethyl)-3-methyl-3,7-dihydro-1H-purine-2,6-dione ClC1=C(C=C(CN2C(=NC=3N(C(N(C(C23)=O)CCO)=O)C)C#CCOC2CCC2)C=C1)F